ClC=1C(=CC=2C3C(C(NC2C1)=O)CN(C3)C(CO)=O)OC 7-chloro-2-(2-hydroxyacetyl)-8-methoxy-1,2,3,3a,5,9b-hexahydro-4H-pyrrolo[3,4-c]quinolin-4-one